N-(4-nitrophenyl)-6-piperazin-1-yl-1,7-naphthyridin-4-amine [N+](=O)([O-])C1=CC=C(C=C1)NC1=CC=NC2=CN=C(C=C12)N1CCNCC1